4-chloro-2-(1-(tetrahydro-2H-pyran-2-yl)-1H-pyrazol-5-yl)benzonitrile ClC1=CC(=C(C#N)C=C1)C1=CC=NN1C1OCCCC1